tungsten dichloride [W](Cl)Cl